N-(3-((2-((3S,4R)-4-(tert-butoxy)-3-fluoropiperidin-1-yl)pyrimidin-4-yl)amino)-5-isopropyl-8-((2R,3S)-2-methyl-3-((methylsulfonyl)methyl)azetidin-1-yl)isoquinolin-6-yl)acrylamide C(C)(C)(C)O[C@H]1[C@H](CN(CC1)C1=NC=CC(=N1)NC=1N=CC2=C(C=C(C(=C2C1)C(C)C)NC(C=C)=O)N1[C@@H]([C@H](C1)CS(=O)(=O)C)C)F